FC(C(=O)O)(F)F.C1(CCCC1)N1CCC(=CC1)C1=CC2=C(C=3N(CCC2NC=2C=C(C#N)C=CC2)N=NC3C)C=C1 3-((9-(1-cyclopentyl-1,2,3,6-tetrahydropyridin-4-yl)-1-methyl-6,7-dihydro-5H-benzo[c][1,2,3]triazolo[1,5-a]azepin-7-yl)amino)benzonitrile 2,2,2-trifluoroacetate